BrC=1C=C(C(=O)C2=C(OC3=C2C(=C(C(=C3[2H])OB(O)O)[2H])[2H])CC)C=C(C1O)Br (3-(3,5-dibromo-4-hydroxybenzoyl)-2-ethylbenzofuran-6-yl-4,5,7-d3)Boric acid